SC=1SC=C(N1)C1=CC=C(S1)C(=O)N 5-(2-mercapto-4-thiazolyl)thiophene-2-carboxamide